α-L-mannopyranose O[C@H]1[C@H](O)[C@H](O)[C@@H](O)[C@@H](O1)CO